(4-amino-2-fluoro-5-methoxyphenyl)dimethylphosphine oxide NC1=CC(=C(C=C1OC)P(C)(C)=O)F